C(#N)[C@H]1N(CSC1)C(CNC(=O)C1=CC=NC2=CC=C(C=C12)N1C[C@@H](C([C@@H](C1)C)O)C)=O N-(2-((R)-4-Cyanothiazolidin-3-yl)-2-oxoethyl)-6-((3S,4S,5R)-4-hydroxy-3,5-dimethylpiperidin-1-yl)quinoline-4-carboxamide